(S)-6-(4-amino-2-oxa-8-azaspiro[4.5]decan-8-yl)-3-(3,4-dichloro-2-methyl-2H-indazol-5-yl)-1H-pyrazolo[3,4-d]pyrimidine-4-carboxamide N[C@@H]1COCC12CCN(CC2)C2=NC(=C1C(=N2)NN=C1C1=C(C2=C(N(N=C2C=C1)C)Cl)Cl)C(=O)N